4-(((1s,4R)-4-ethoxycyclohexyl)ethynyl)-1-(((2S,3S,4S)-3-ethyl-4-fluoro-5-oxopyrrolidin-2-yl)methoxy)-7-isopropoxyisoquinoline-6-carboxamide C(C)OC1CCC(CC1)C#CC1=CN=C(C2=CC(=C(C=C12)C(=O)N)OC(C)C)OC[C@H]1NC([C@H]([C@H]1CC)F)=O